6-[3-(difluoromethoxy)-4-fluoro-phenyl]-1-[2-(3-fluoroazetidin-1-yl)-2-oxo-ethyl]-3-methyl-imidazo[4,5-b]pyridin-2-one FC(OC=1C=C(C=CC1F)C=1C=C2C(=NC1)N(C(N2CC(=O)N2CC(C2)F)=O)C)F